tert-butyl 4-(4-(5-(3-cyanopyrrolo[1,2-b]pyridazine-7-carboxamido)-6-(2-hydroxypropan-2-yl)-2H-indazol-2-yl)bicyclo[2.2.2]octan-1-yl)piperazine-1-carboxylate C(#N)C1=CC=2N(N=C1)C(=CC2)C(=O)NC2=CC1=CN(N=C1C=C2C(C)(C)O)C21CCC(CC2)(CC1)N1CCN(CC1)C(=O)OC(C)(C)C